neopentyl ((((3aR,6R,6aR)-6-(3-carbamoylpyridin-1(4H)-yl)-2,2-dimethyltetrahydrofuro[3,4-d][1,3]dioxol-4-yl)methoxy)(phenoxy)phosphoryl)alaninate C(N)(=O)C1=CN(C=CC1)[C@@H]1OC([C@@H]2[C@H]1OC(O2)(C)C)COP(=O)(OC2=CC=CC=C2)N[C@@H](C)C(=O)OCC(C)(C)C